4-[(2-cyclohexylphenyl)amino]-2-[(6-methoxy-2-methyl-1,2,3,4-tetrahydroisoquinolin-7-yl)amino]pyrimidine-5-carboxamide C1(CCCCC1)C1=C(C=CC=C1)NC1=NC(=NC=C1C(=O)N)NC1=C(C=C2CCN(CC2=C1)C)OC